[Na+].P(=O)([O-])([O-])[O-].[Zr+4].[Na+].P(=O)([O-])([O-])[O-] sodium zirconium phosphate sodium